C1C(C(CC)O)O1 3-epoxypentanol